tetramethyl-6-decyne-5,8-diol CC(C(C)(C)C)CCC(C#CC(CC)O)O